COC(C1=NN(C=C1)CC1=C(C=CC=C1)OC)OC 3-(Dimethoxymethyl)-1-[(2-methoxyphenyl)methyl]-1H-pyrazole